NC1=NC=2C(=CC=CC2C=2N1C=C(N2)CC2CCN(CC2)C(=O)C2=NC=CC=N2)F (4-((5-amino-7-fluoroimidazo[1,2-c]quinazolin-2-yl)-methyl)piperidin-1-yl)(pyrimidin-2-yl)-methanone